COCCO ethylenglycol methyl ether